N1=CC=C(C2=CC=CC=C12)C1=NNC(=C1C#CC1=CC(=CC=C1)S(N)(=O)=O)C 3-(Quinolin-4-yl)-4-(3-sulfamoylphenylethynyl)-5-methyl-1H-pyrazole